4,4'-di(triethoxysilyl)biphenyl C(C)O[Si](C1=CC=C(C=C1)C1=CC=C(C=C1)[Si](OCC)(OCC)OCC)(OCC)OCC